BrC=1C(=C2C(N(C=NC2=CC1)C)=O)F 6-Bromo-5-fluoro-3-methylquinazolin-4(3H)-one